tert-butyl 3-(4-(4-(2,6-dioxopiperidin-3-yl)-3,5-difluorophenyl)piperazin-1-yl)azetidine-1-carboxylate O=C1NC(CCC1C1=C(C=C(C=C1F)N1CCN(CC1)C1CN(C1)C(=O)OC(C)(C)C)F)=O